ClC=1C=C(C=CC1)[C@@H]1[C@H](C1)C(=O)NC1=NC=CC(=C1)N1[C@H](C[C@@H](C1)O)C=1N=C2N(C=C(C=C2)C2CC2)C1 (1S,2S)-2-(3-chlorophenyl)-N-(4-((2R,4S)-2-(6-cyclopropylimidazo[1,2-a]pyridin-2-yl)-4-hydroxypyrrolidin-1-yl)pyridin-2-yl)cyclopropane-1-carboxamide